ClC1=CC(=C(C=C1)C[C@@H](CNC(=O)C1=NN(C(N1)=O)C)C1CC1)F (R)-N-(3-(4-chloro-2-fluorophenyl)-2-cyclopropylpropyl)-1-methyl-5-oxo-4,5-dihydro-1H-1,2,4-triazole-3-carboxamide